1-(((S)-oxabutan-2-yl)methyl)-1H-benzo[d]imidazole-6-carboxylic acid O[C@@H](CC)CN1C=NC2=C1C=C(C=C2)C(=O)O